COC1=CC=CC=C1F O-fluoroanisole